N(=O)O.C(CC(C)C)N isopentylamine nitrite